3-fluoro-4-hydroxymethyl-2,5-dihydro-furan-2-ol FC=1C(OCC1CO)O